C(C(C)C)NC(=O)N1C(N(C2=C1C=C(C=C2)C=2C=NC=CC2)C)=O N-iso-Butyl-3-methyl-2-oxo-6-(pyridin-3-yl)-2,3-dihydro-1H-benzo[d]imidazole-1-carboxamide